(Z)-3-((2-(aminomethyl)-3-fluoroallyl)oxy)-6-cyclopropyl-5,6-dihydro-7H-pyrrolo[3,4-b]pyridin-7-one hydrochloride Cl.NC/C(/COC=1C=C2C(=NC1)C(N(C2)C2CC2)=O)=C/F